NC1CCC2(CC3(C(N(C4=NC=CN=C43)COCC[Si](C)(C)C)=O)C2)CC1 4-amino-5''-((2-(trimethylsilyl)ethoxy)methyl)dispiro[cyclohexane-1,1'-cyclobutane-3',7''-pyrrolo[2,3-b]pyrazin]-6''(5''H)-one